C(#N)C1=C(C=C(C=N1)NC(C(C(=O)O)(C)O)=O)C(F)(F)F 3-[[6-Cyano-5-(trifluoromethyl)-pyridin-3-yl]amino]-2-hydroxy-2-methyl-3-oxopropanoic acid